2-hydroxy-6-({4-[2-(hydroxymethyl)benzoyl]thiomorpholin-3-yl}methoxy)benzaldehyde OC1=C(C=O)C(=CC=C1)OCC1N(CCSC1)C(C1=C(C=CC=C1)CO)=O